ClC1=C(C=NC(=C1F)F)C(CCC=C)NS(=O)C(C)(C)C N-(1-(4-chloro-5,6-difluoropyridin-3-yl)pent-4-en-1-yl)-2-methylpropan-2-sulfinamide